tert-butyl 3-(1,3-dihydroxypropan-2-yl)pyrrolidine-1-carboxylate Sodium borohydride [BH4-].[Na+].OCC(CO)C1CN(CC1)C(=O)OC(C)(C)C